2-amino-N-[[4-(5-bromopyrimidin-2-yl)oxy-3-chlorophenyl]carbamoyl]benzamide NC1=C(C(=O)NC(NC2=CC(=C(C=C2)OC2=NC=C(C=N2)Br)Cl)=O)C=CC=C1